COCCOCCOCCOCCOC1=CC=C(C(=O)N)C=C1 4-(2,5,8,11-tetraoxatridecan-13-yloxy)benzamide